(6aR)-8-acryloyl-1-((S)-3-hydroxy-5,5-dimethylpyrrolidin-1-yl)-4-methyl-3-(2-fluoro-6-hydroxyphenyl)-6,6a,7,8,9,10-hexahydro-12H-pyrazino[2,1-c]pyrido[3,4-f][1,4]oxazepin-12-one C(C=C)(=O)N1C[C@@H]2COC3=C(C(N2CC1)=O)C(=NC(=C3C)C3=C(C=CC=C3O)F)N3C[C@H](CC3(C)C)O